Cl.Cl.NC1=NC=2C3=C(C(CC2C=N1)(C)C)C(=NN3)C(=O)NC3=CC=C(C=C3)CN3CCC(CC3)N 8-amino-N-{4-[(4-aminopiperidin-1-yl)methyl]phenyl}-4,4-dimethyl-4,5-dihydro-1H-pyrazolo[4,3-H]quinazoline-3-carboxamide dihydrochloride